acryloxypropyl-trimethoxysilane methyl-(1s,4s)-2'-bromo-5'-chloro-4-(3-chloroanilino)-4'-fluorospiro[cyclohexane-1,1'-indene]-4-carboxylate COC(=O)C1(CCC2(C(=CC3=C(C(=CC=C23)Cl)F)Br)CC1)NC1=CC(=CC=C1)Cl.C(C=C)(=O)OCCC[Si](OC)(OC)OC